C1(CC1)C1=C(C(=NO1)C1=C(C=CC=C1Cl)Cl)COC12CCC(CC1)(CC2)C2=NC=C(C(=O)O)C=C2 6-(4-((5-cyclopropyl-3-(2,6-dichlorophenyl)isoxazol-4-yl)methoxy)bicyclo[2.2.2]octan-1-yl)nicotinic acid